4-fluoro-5-((5-(3-(6-methylpyridin-2-yl)cyclopentyl)-1H-pyrazol-3-yl)amino)-2,3-dihydrobenzo[d]isothiazole 1,1-dioxide FC1=C(C=CC2=C1CNS2(=O)=O)NC2=NNC(=C2)C2CC(CC2)C2=NC(=CC=C2)C